N-methyl-1-(3-pyridylsulfonyl)-2-bromo-1H-pyrrole-3-methylamine CNCC1=C(N(C=C1)S(=O)(=O)C=1C=NC=CC1)Br